BrC1=C2C=NN(C2=CC=C1)C1COC1 4-bromo-1-(oxetan-3-yl)-1H-indazole